CON=C(CCC=C)C1=CC=C(C=C1)C1=CC=CC=C1 1-([1,1'-biphenyl]-4-yl)pent-4-en-1-one O-methyloxime